N-(5-(Tert-butyl)-1-methyl-1H-pyrazol-3-yl)-6-(pyrazolo[1,5-a]pyrazin-3-carbonyl)-4,5,6,7-tetrahydrothieno[2,3-c]pyridin-3-carboxamid C(C)(C)(C)C1=CC(=NN1C)NC(=O)C1=CSC=2CN(CCC21)C(=O)C=2C=NN1C2C=NC=C1